1-[2-fluoro-6-(trifluoromethyl)phenyl]methanamine FC1=C(C(=CC=C1)C(F)(F)F)CN